(3R)-3-amino-5-[(4-chlorophenyl)methyl]-7-[5-(3,3-dimethylmorpholin-4-yl)-1,3,4-oxadiazol-2-yl]-8-fluoro-1,1-dioxo-2,3-dihydro-1λ6,5-benzothiazepin-4-one N[C@H]1CS(C2=C(N(C1=O)CC1=CC=C(C=C1)Cl)C=C(C(=C2)F)C=2OC(=NN2)N2C(COCC2)(C)C)(=O)=O